The molecule is an N-acyl-L-aspartic acid in which the acyl group is specified as acetyl. It has a role as a nutraceutical, an antioxidant, a human metabolite, a mouse metabolite and a rat metabolite. It is a N-acetyl-L-amino acid and a N-acyl-L-aspartic acid. It is a conjugate acid of a N-acetyl-L-aspartate(2-). CC(=O)N[C@@H](CC(=O)O)C(=O)O